C1(CC1)S(=O)(=O)NC1=NC=CC(=N1)C(C(=O)NC1=NC=C(C=C1)C1=NC(=CN=C1)C1CC1)(CC)F 2-(2-(cyclopropanesulfonylamino)pyrimidin-4-yl)-N-(5-(6-cyclopropylpyrazin-2-yl)pyridin-2-yl)-2-fluorobutyramide